methyl 3-(3-fluoro-2-pyridinyl)-4,5-dihydroisoxazole-5-carboxylate FC=1C(=NC=CC1)C1=NOC(C1)C(=O)OC